ClC1=C(C=CC(=C1)Cl)C=1CCCC2=C(C1C1=CC=C(C=C1)CC1CN(C1)CCCF)C=C(C(=C2F)C(=O)O)F 8-(2,4-dichlorophenyl)-2,4-difluoro-9-(4-((1-(3-fluoropropyl)azetidin-3-yl)methyl)phenyl)-6,7-dihydro-5H-benzo[7]annulene-3-carboxylic acid